The molecule is an dihydroxyanthraquinone that is 1,6-dihydroxy-9,10-anthraquinone which is substituted by a methoxy group at position 8, a methyl group at position 3 and a [(2S)-2,3-dihydroxypropoxy]carbonyl group at position 2. Isolated from the fungus Aspergillus variecolor, it exhibits cytotoxic activity. It has a role as an Aspergillus metabolite and an antineoplastic agent. It is a member of phenols, an aromatic ester, an aromatic ether and a dihydroxyanthraquinone. CC1=CC2=C(C(=C1C(=O)OC[C@H](CO)O)O)C(=O)C3=C(C2=O)C=C(C=C3OC)O